(R)-1-(2,5-difluoropyridin-3-yl)ethyl (4-(5-(3-cyanoazetidine-3-carboxamido) pyridin-2-yl)-1-methyl-1H-1,2,3-triazol-5-yl)carbamate C(#N)C1(CNC1)C(=O)NC=1C=CC(=NC1)C=1N=NN(C1NC(O[C@H](C)C=1C(=NC=C(C1)F)F)=O)C